CC1CN(C1)O 3-methylazetidinol